2-[6-bromo-4-(cis-3-fluorocyclobutyl)oxy-1-oxophthalazin-2-yl]-N-(5-fluoropyrimidin-2-yl)acetamide BrC=1C=C2C(=NN(C(C2=CC1)=O)CC(=O)NC1=NC=C(C=N1)F)O[C@@H]1C[C@@H](C1)F